CSC(C(=O)N1C(CCCCC1)C=1NC(=CN1)C1=CC=C(C=C1)C)C 2-(methylsulfanyl)-1-(2-(5-(p-tolyl)-1H-imidazol-2-yl)azepan-1-yl)propan-1-one